2-[7-[2-fluoro-4-(trifluoromethyl)phenyl]sulfonyl-2,7-diazaspiro[3.5]nonane-2-carbonyl]-8-oxa-2,5-diazaspiro[3.5]nonane-6-one FC1=C(C=CC(=C1)C(F)(F)F)S(=O)(=O)N1CCC2(CN(C2)C(=O)N2CC3(C2)NC(COC3)=O)CC1